ClC=1C(=C(C(=CC1)C(F)F)C1=CN=CC(=N1)C(=O)NC=1C=NNC1)F 6-(3-chloro-6-(difluoromethyl)-2-fluorophenyl)-N-(1H-pyrazol-4-yl)pyrazine-2-carboxamide